N-BENZYL-2-(4-FORMYLPIPERIDIN-1-YL)ACETAMIDE C(C1=CC=CC=C1)NC(CN1CCC(CC1)C=O)=O